C(C)(=O)OC1=CC=C(C=2C(C3=CC=CC=C3C(C12)=O)=O)OC(C)=O 1,4-diacetoxyanthraquinone